N[C@@H]1[C@@H](OCC12CCN(CC2)C=2N(C(C1=C(N2)NN=C1C#CC1CC1)=O)C)C 6-((3S,4S)-4-amino-3-methyl-2-oxa-8-azaspiro[4.5]decan-8-yl)-3-(cyclopropylethynyl)-5-methyl-1,5-dihydro-4H-pyrazolo[3,4-d]pyrimidin-4-one